ClC1=CC=C(C=C1)[C@@H](C)N (R)-1-(4-chlorophenyl)ethane-1-amine